S1C(=NC2=C1C=CC=C2)C(=O)N2C[C@H]1[C@@H](C2)[C@@H](CC1)NC=1N=NC(=CC1)Cl |o1:13,14,16| rel-1,3-benzothiazol-2-yl-{(3aS,4R,6aR)-4-[(6-chloro-3-pyridazinyl)amino]hexahydrocyclopenta[c]pyrrol-2(1H)-yl}methanone